bis(2-chloroethylthio)methane ClCCSCSCCCl